chloro-4-methyl-2-(tetrahydro-2H-pyran-2-yl)-2,4-dihydro-5H-pyrazolo[4,3-d]pyrimidine-5,7(6H)-dione ClC=1N(N=C2C1N(C(NC2=O)=O)C)C2OCCCC2